12-chloro-9-oxo-2,4,8-triazatricyclo[8.4.0.02,6]Tetradecane-1(10),3,5,11,13-pentaene-5-carboxylic acid ethyl ester C(C)OC(=O)C=1N=CN2C=3C=CC(=CC3C(NCC12)=O)Cl